1-iodo-4-isopropyl-2-(5-isopropyl-2-nitrophenoxy)benzene IC1=C(C=C(C=C1)C(C)C)OC1=C(C=CC(=C1)C(C)C)[N+](=O)[O-]